C(C)(C)(C)OC(=O)N(C(OC(C)(C)C)=O)CCOCCOCCOCCOCCNC tert-butyl N-tert-butoxycarbonyl-N-[2-[2-[2-[2-[2-(methylamino)ethoxy]ethoxy]ethoxy]ethoxy]ethyl]carbamate